BrC=1C=NN(C1)C1=CC(=C(C=C1)F)F 4-Bromo-1-(3,4-difluorophenyl)pyrazole